NC1=NN2C(C=C(C=C2)C=2C(=C(C(=O)[O-])C(=CC2)CC)F)=N1.[Li+] lithium 3-(2-amino-[1,2,4]triazolo[1,5-a]pyridin-7-yl)-6-ethyl-2-fluorobenzoate